5-bromo-1-tetrahydropyran-2-yl-7-(trifluoromethyl)indazole BrC=1C=C2C=NN(C2=C(C1)C(F)(F)F)C1OCCCC1